BrC=1C=C(C=CC1)NC1(CCC2(C(CC3=CC=CC=C23)C=2SC(=CC2)C)CC1)C(=O)O 4-(3-Bromophenylamino)-2'-(5-methylthiophene-2-yl)-2',3'-dihydrospiro[cyclohexane-1,1'-indene]-4-carboxylic acid